(4S)-6-(6-benzyloxy-3-fluoro-2-pyridyl)-7-chloro-1,4-dimethyl-8-(trifluoromethyl)-4H-imidazo[1,2-a][1,4]benzodiazepine C(C1=CC=CC=C1)OC1=CC=C(C(=N1)C1=N[C@H](C=2N(C3=C1C(=C(C=C3)C(F)(F)F)Cl)C(=CN2)C)C)F